(5R,3S,5R)-tert-Butyl 3-((6-bromo-3-(methoxymethyl)pyridin-2-yl)carbamoyl)-5-((1,3-dioxoisoindolin-2-yl)methyl)-2-azabicyclo[3.1.0]hexane-2-carboxylate BrC1=CC=C(C(=N1)NC(=O)[C@H]1N(C2C[C@@]2(C1)CN1C(C2=CC=CC=C2C1=O)=O)C(=O)OC(C)(C)C)COC